6-chloro-1-methyl-1H-pyrazolo[3,4-d]pyrimidin-4-ol ClC1=NC(=C2C(=N1)N(N=C2)C)O